BrC1=C2C(=CC=NC2=C(C=C1)CBr)Cl 5-bromo-8-(bromomethyl)-4-chloroquinoline